C(C)(SC[C@@H](C)O[Si](C)(C)C(C)(C)C)=O (R)-S-(2-((tert-butyldimethylsilyl)oxy)propyl) ethanethioate